(1S,3S)-N'-Benzoyl-1-methyl-2,3,4,9-tetrahydropyridino[3,4-b]indol C(C1=CC=CC=C1)(=O)N1C2=C(C3=CC=CC=C13)CCN[C@H]2C